ClC1=C(C(=CC=C1Cl)F)[C@]1(CN(CC1)C(C=C)=O)NC=1C=C2C(N(C=NC2=C(C1)F)CCO)=O 6-{[(3R)-3-(2,3-Dichloro-6-fluorophenyl)-1-(prop-2-enoyl)pyrrolidin-3-yl]amino}-8-fluoro-3-(2-hydroxyethyl)quinazolin-4-one